C[C@H]1[C@@H]([C@H](C(=O)OC[C@@H](C(=O)O1)NC(=O)C2=NC=CC(=C2OCOC(=O)C(C)C)OC)CC3=CC=CC=C3)OC(=O)C(C)C The molecule is a carboxamide resulting from the formal condensation of the carboxy group of 3-[(isobutyryloxy)methoxy]-4-methoxypyridine-2-carboxylic acid with the amino group of (3S,6S,7R,8R)-3-amino-8-benzyl-6-methyl-4,9-dioxo-1,5-dioxonan-7-yl 2-methylpropanoate. Introduced by Dow AgroSciences, it is an antibiotic fungicide with a new target site for disease control in Septoria species. It has a role as an agrochemical. It is an antibiotic fungicide, a member of pyridines, a lactone, an acetal and a secondary carboxamide.